N-[4-chloro-6-(o-tolyl)pyrimidin-2-yl]-1-methyl-pyrazole-4-sulfonamide ClC1=NC(=NC(=C1)C1=C(C=CC=C1)C)NS(=O)(=O)C=1C=NN(C1)C